C1(=CC=CC=C1)CCC(=O)NC=1C=C(C=CC1)C 3-phenyl-N-(m-tolyl)propionamide